C(C1=CC=CC=C1)SC1=C(C=CC2=C1OCC21CC1)OC 7-(benzylthio)-6-methoxy-2H-spiro[benzofuran-3,1'-cyclopropane]